BrC1=CC(=C(C(=C1)F)[C@H]1N([C@@H](CC2=CC(=CC=C12)N)C)CC(C)(C)F)F (1S,3R)-1-(4-bromo-2,6-difluorophenyl)-2-(2-fluoro-2-methylpropyl)-3-methyl-1,2,3,4-Tetrahydroisoquinolin-6-amine